N1=C(C=C2N1C=CC=C2)CC(=O)O 2-pyrazolo[1,5-a]pyridin-2-ylacetic acid